C(C)(C)(C)N(C(O)=O)[C@@H](C)C1=NC(=NO1)C1=CC(=NC=C1)C1CC1.BrC1=C(C(=O)C2C(CCC2)=O)C=C(C=C1Br)F 2-(2,3-dibromo-5-fluoro-benzoyl)cyclopentanone tert-butyl-(S)-(1-(3-(2-cyclopropylpyridin-4-yl)-1,2,4-oxadiazol-5-yl)ethyl)carbamate